C(C)(SC1[C@H]2CC(C[C@@H]1CC2)OCC=2C(=NOC2C2CC2)C2=C(C=CC=C2)OC(F)(F)F)=O S-((1R,3r,5S,8s)-3-((5-cyclopropyl-3-(2-(trifluoromethoxy)phenyl)isoxazol-4-yl)methoxy)bicyclo[3.2.1]octan-8-yl) ethanethioate